F[C@@H]1CN(C[C@H]1F)C(=O)C1=CC=C(C=C1)[C@@H]1[C@H](C1)C=1C=2N(N=C(C1)C=1C(NC(NC1)=O)=O)C=CN2 5-(8-((1S,2S)-2-(4-((3R,4R)-3,4-difluoropyrrolidine-1-carbonyl)phenyl)cyclopropyl)imidazo[1,2-b]pyridazin-6-yl)pyrimidine-2,4(1H,3H)-dione